1-((3s,4r)-4-(4-fluorophenyl)-1-(2-methoxyethyl)pyrrolidin-3-yl)-3-(4-methyl-3-(2-methyl-2H-1,2,3-triazol-4-yl)-1-phenyl-1H-pyrazol-5-yl)urea FC1=CC=C(C=C1)[C@H]1[C@@H](CN(C1)CCOC)NC(=O)NC1=C(C(=NN1C1=CC=CC=C1)C1=NN(N=C1)C)C